[O-2].[Zn+2].[Co+2].[O-2] cobalt-zinc oxide